(carbonyl)bis(triphenylphosphine) rhodium (I) chloride [Rh]Cl.C(=O)(P(C1=CC=CC=C1)(C1=CC=CC=C1)C1=CC=CC=C1)P(C1=CC=CC=C1)(C1=CC=CC=C1)C1=CC=CC=C1